2-hydroxyquinoxaline-6-carboxylic acid methyl ester COC(=O)C=1C=C2N=CC(=NC2=CC1)O